4-{4-[2-(3-Methoxycinnolin-7-yl)-6-methylpyridin-3-yl]-1H-pyrazol-1-yl}-2,2-dimethylbutannitril COC=1N=NC2=CC(=CC=C2C1)C1=NC(=CC=C1C=1C=NN(C1)CCC(C#N)(C)C)C